2-(((6-bromohexanoyl)oxy)methyl)propane-1,3-diyl dinonanoate C(CCCCCCCC)(=O)OCC(COC(CCCCCCCC)=O)COC(CCCCCBr)=O